CN(C1=NC(=C2C=C3C(=NC(=C3C=C12)N(C)C1=CC=C(C=C1)C(F)(F)F)N(C)C1=CC=C(C=C1)C(F)(F)F)N(C)C1=CC=C(C=C1)C(F)(F)F)C1=CC=C(C=C1)C(F)(F)F 1,3,5,7-Tetrakis{N-methyl[p-(trifluoromethyl)phenyl]amino}-2,6-diaza-s-indacene